FC1=C(C=C(C=C1)C=1C=C2C(=NC1)NCN2CC(CC)=O)C 6-(4-fluoro-3-methyl-phenyl)-1-(2-oxobutyl)-3H-imidazo[4,5-b]Pyridine